[Li].[Na].[Al] aluminum-sodium lithium